C(C)OCCNC(=O)C1CN(C1)C1=CC(=C2C(C(=CN(C2=N1)C1=NC(=NS1)C1=NC=NC=C1)C(=O)O)=O)C 7-{3-[(2-ethoxyethyl)carbamoyl]azetidin-1-yl}-5-methyl-4-oxo-1-[3-(pyrimidin-4-yl)-1,2,4-thiadiazol-5-yl]-1,4-dihydro-1,8-naphthyridine-3-carboxylic acid